The molecule is a trisaccharide consisting of two alpha-D-galactose residues and a beta-D-glucose at the reducing end in a linear sequence and joined by (1->4) linkages. C([C@@H]1[C@@H]([C@@H]([C@H]([C@H](O1)O[C@H]2[C@H](O[C@@H]([C@@H]([C@H]2O)O)O[C@@H]3[C@H](O[C@H]([C@@H]([C@H]3O)O)O)CO)CO)O)O)O)O